2'-O-TBDMS-adenosine [Si](C)(C)(C(C)(C)C)O[C@H]1[C@@H](O[C@@H]([C@H]1O)CO)N1C=NC=2C(N)=NC=NC12